NC=1C=C2CN(C(N(C2=CC1)CC1=CC(=CC=C1)Cl)=O)C 6-amino-1-(3-chlorobenzyl)-3-methyl-3,4-dihydroquinazolin-2(1H)-one